tert-butyl 4-(((3S)-1-(3-(2,6-dioxopiperidin-3-yl)-1-methyl-1H-indazol-7-yl)pyrrolidin-3-yl)methyl)piperazine-1-carboxylate O=C1NC(CCC1C1=NN(C2=C(C=CC=C12)N1C[C@@H](CC1)CN1CCN(CC1)C(=O)OC(C)(C)C)C)=O